C[C@@H]1N(C[C@H](N(C1)[C@@H](C(C)C)C1=CC=C(C=C1)OC(F)(F)F)C)C=1C=2N=C(N(C2N2C(N1)=NN=C2)C[C@H]2OCCC2)C ((2S,5R)-2,5-Dimethyl-4-((S)-2-methyl-1-(4-(trifluoromethoxy)phenyl)propyl)piperazin-1-yl)-2-methyl-1-(((S)-tetrahydrofuran-2-yl)methyl)-1H-[1,2,4]triazolo[3,4-b]purine